COC1=C(C(=CC(=C1)C(F)(F)F)C(F)(F)F)C=1C=2N(C3=CC=C(C=C3N1)C(=O)O)C=CC2 4-(2-methoxy-4,6-bis(trifluoromethyl)phenyl)pyrrolo[1,2-a]quinoxaline-7-carboxylic acid